C1=CC=CC2=NC=3C(=CC=CC3C=C12)C(=O)N acridine-5-carboxamide